4-((4-(2-(2,6-dioxopiperidin-3-yl)-1-oxoisoindolin-5-yl)piperidin-1-yl)methyl)benzoic acid O=C1NC(CCC1N1C(C2=CC=C(C=C2C1)C1CCN(CC1)CC1=CC=C(C(=O)O)C=C1)=O)=O